(S)-5-((4-((2-hydroxy-1-phenylethyl)amino)-5-(1,2,4-oxadiazol-5-yl)pyrimidin-2-yl)amino)-3,3-dimethyl-[1,2]oxaborolo[4,3-b]pyridin-1(3H)-ol OC[C@H](C1=CC=CC=C1)NC1=NC(=NC=C1C1=NC=NO1)NC1=CC=C2C(=N1)C(OB2O)(C)C